FC(CN(C)CC1=C2CCN(C(C2=CC(=C1)CN1C(=NC=C1)NC)=O)[C@@H](C)C1=NC=C(C(=C1)OC)F)F (S)-5-(((2,2-difluoroethyl)(methyl)amino)methyl)-2-(1-(5-fluoro-4-methoxypyridin-2-yl)ethyl)-7-((2-(methylamino)-1H-imidazol-1-yl)methyl)-3,4-dihydroisoquinolin-1(2H)-one